5-(3-(4-chloro-6-phenyl-1,3,5-triazin-2-yl)phenyl)-10-phenyl-5,10-dihydrophenazine ClC1=NC(=NC(=N1)C1=CC=CC=C1)C=1C=C(C=CC1)N1C=2C=CC=CC2N(C2=CC=CC=C12)C1=CC=CC=C1